(2S)-methylmalonyl-CoA C[C@H](C(=O)SCCNC(CCNC([C@@H](C(COP(OP(OC[C@@H]1[C@H]([C@H]([C@@H](O1)N1C=NC=2C(N)=NC=NC12)O)OP(=O)(O)O)(=O)O)(=O)O)(C)C)O)=O)=O)C(=O)O